4-benzyloxy-1-(6-fluoro-1H-indazol-5-yl)pyrazolo[3,4-d]pyrimidine C(C1=CC=CC=C1)OC1=C2C(=NC=N1)N(N=C2)C=2C=C1C=NNC1=CC2F